N-{[(4R)-4-cyclopropyl-2,5-dioxoimidazolidin-4-yl]methyl}-4'-(2,2-difluorocyclopropyl)-4-fluoro[1,1'-biphenyl]-2-carboxamide C1(CC1)[C@@]1(NC(NC1=O)=O)CNC(=O)C=1C(=CC=C(C1)F)C1=CC=C(C=C1)C1C(C1)(F)F